2-(tert-butyl)-1'-(2-(isopropylamino)quinoline-7-carbonyl)-5H-spiro[benzo[d]thiazol-6,4'-piperidin]-4(7H)-one C(C)(C)(C)C=1SC2=C(N1)C(CC1(CCN(CC1)C(=O)C1=CC=C3C=CC(=NC3=C1)NC(C)C)C2)=O